C(C)(C)(C)S(=O)N1C(=C(C=CC=C1)CC)C(=O)OCC ethyl (2S,3S)-1-(tert-butylsulfinyl)-3-ethylazepine-2-carboxylate